C(C)C1C(NCC1)=O 3-ethylpyrrolidin-2-one